FC(C1=CC=C(C=N1)N1N=C(C2=C1N=CNC2)C#N)(F)F (R)-1-(6-(trifluoromethyl)pyridin-3-yl)-4,5-dihydro-1H-pyrazolo[3,4-d]pyrimidin-3-carbonitril